tert-butyl (6-chloro-1-(3-(trifluoromethyl)benzyl)-1H-indol-5-yl)-carbamate ClC1=C(C=C2C=CN(C2=C1)CC1=CC(=CC=C1)C(F)(F)F)NC(OC(C)(C)C)=O